2,3-DIHYDRO-1H-INDEN C1CCC2=CC=CC=C12